N-[2-acetyl-6,7-dichloro-10-(1H-pyrazol-4-yl)-3,4-dihydro-1H-pyrazino[1,2-a]indol-9-yl]-2,2,2-trifluoro-acetamide C(C)(=O)N1CC=2N(C=3C(=C(C=C(C3C2C=2C=NNC2)NC(C(F)(F)F)=O)Cl)Cl)CC1